5,5'-nonamethylenebis(1,2,3,4-tetrazole) N1N=NN=C1CCCCCCCCCC1=NN=NN1